SCC(CS)(CC)CS 2,2-bis(mercaptomethyl)-1-mercaptobutane